ClC1=NC2=CC(=C(C=C2C=C1C=O)C(=O)OC)F methyl 2-chloro-7-fluoro-3-formylquinoline-6-carboxylate